N-(5-Chloro-1-(pyridin-4-yl)-1H-pyrazol-4-yl)-3-(4-chlorophenyl)propenamide ClC1=C(C=NN1C1=CC=NC=C1)NC(C=CC1=CC=C(C=C1)Cl)=O